(3-(3-(1-(methylsulfonyl)piperidin-4-yl)-7-morpholinoisoxazolo[4,5-d]pyrimidin-5-yl)phenyl)methanol lithium germanium [Ge].[Li].CS(=O)(=O)N1CCC(CC1)C1=NOC2=C1N=C(N=C2N2CCOCC2)C=2C=C(C=CC2)CO